7,10-dibromo-3-(2-hydroxyethyl)-2,3,4,5-tetrahydro-1H-naphtho[2,3-d]azepine-6,11-dione BrC1=C2C(C3=C(CCN(CC3)CCO)C(C2=C(C=C1)Br)=O)=O